6-(5-Bromofuran-2-yl)-7,9-dimethyl-8,10-dioxo-11-phenyl-7,8,9,10-tetrahydro-6H-benzo[b]pyrimido[4',5':3,4]pyrrolo[1,2-d][1,4]oxazine-2-carboxylic acid BrC1=CC=C(O1)C1C=2N(C3=C(O1)C=CC(=C3)C(=O)O)C(=C3C2N(C(N(C3=O)C)=O)C)C3=CC=CC=C3